ClC1=NC=NC(=C1OCC1CCC(CC1)NC(OC(C)(C)C)=O)C=1C=NN(C1)C1=C(C=CC=C1)OC(F)(F)F tert-butyl ((1s,4s)-4-(((4-chloro-6-(1-(2-(trifluoromethoxy) phenyl)-1H-pyrazol-4-yl) pyrimidin-5-yl) oxy) methyl) cyclohexyl)-carbamate